Methyl 6-(4-methyl-3-oxo-piperazin-1-yl)isoquinoline-3-carboxylate CN1C(CN(CC1)C=1C=C2C=C(N=CC2=CC1)C(=O)OC)=O